C(C(C)C)(=O)O[C@@H]1[C@](O[C@H](C1)N1C2=NC(=NC(=C2N=C1)NC(=O)OCCCCCCCCCCCCCC)Cl)(COC(C(C)C)=O)C#C (2R,3S,5R)-5-(2-chloro-6-(((tetradecyloxy)carbonyl)amino)-9H-purin-9-yl)-2-ethynyl-2-((isobutyryloxy)methyl)tetrahydrofuran-3-yl isobutyrate